1-methyl-5-[1-(1h-pyrazolo[3,4-d]pyrimidin-6-yl)-3-(trifluoromethyl)pyrazol-4-yl]imidazole-2-carboxamide CN1C(=NC=C1C=1C(=NN(C1)C1=NC=C2C(=N1)NN=C2)C(F)(F)F)C(=O)N